6-bromo-2-methyl-2,4-dihydro-chromeno[4,3-c]Pyrazole BrC1=CC=CC2=C1OCC=1C2=NN(C1)C